C(C1=CC=CC=C1)OCC1=CC=C(C=C1)NC(=O)C=1N=C(SC1)C=1C=NC(=C(C(=O)O)C1)C 5-(4-((4-((benzyloxy)methyl)phenyl)carbamoyl)thiazol-2-yl)-2-methylnicotinic acid